5-[4-[3-[2-(4,4-Difluoro-1-piperidinyl)ethoxy]pyrrolidin-1-yl]pyrrolo[2,1-f][1,2,4]triazin-6-yl]-1H-pyrimidine-2,4-dione FC1(CCN(CC1)CCOC1CN(CC1)C1=NC=NN2C1=CC(=C2)C=2C(NC(NC2)=O)=O)F